C(#N)CC1CCC(CC1)N1C(=NC=2C1=C1C(=NC2)NC=C1)/N=N/C=1C=CC(=C(C(=O)N[C@H](CC(=O)O)C(=O)O)C1)O (5-((E)-(1-((1R,4R)-4-(cyanomethyl)cyclohexyl)-1,6-dihydroimidazo[4,5-d]pyrrolo[2,3-b]pyridin-2-yl)diazenyl)-2-hydroxybenzoyl)-D-aspartic acid